2-(6-Bromo-5-methoxy-1-methyl-imidazo[4,5-b]pyridin-2-yl)-3-methyl-5-(trifluoromethyl)-phenol BrC=1C=C2C(=NC1OC)N=C(N2C)C2=C(C=C(C=C2C)C(F)(F)F)O